BrC1=C(C=C(OC2=CC=C(C=C2)S(F)(F)(F)(F)F)C=C1)Cl (4-(4-bromo-3-chlorophenoxy)phenyl)pentafluoro-λ6-sulfane